NC1=CC=C(C=2CC(OC21)(C)C)C2=CN(C=1N=CN=C(C12)N(C(OC(C)(C)C)=O)C(=O)OC(C)(C)C)C1CC1 TERT-BUTYL (5-(7-AMINO-2,2-DIMETHYL-2,3-DIHYDROBENZOFURAN-4-YL)-7-CYCLOPROPYL-7H-PYRROLO[2,3-D]PYRIMIDIN-4-YL)(TERT-BUTOXYCARBONYL)CARBAMATE